C1(CC1)[C@H](C(C)(C)O)N1CC2=CC=CC(=C2C1=O)NC(C1=C(C(=NC=C1)OC)OC)=O |o1:3| (R or S)-N-(2-(1-cyclopropyl-2-hydroxy-2-methylpropyl)-3-oxoisoindolin-4-yl)-2,3-dimethoxyisonicotinamide